2-(1-(4-(difluoromethoxy)benzyl)-8-(2-methylbutyl)-4,7-dioxo-octahydro-2H-pyrazino[1,2-a]pyrimidin-6-yl)acetic acid FC(OC1=CC=C(CN2C3N(C(CC2)=O)C(C(N(C3)CC(CC)C)=O)CC(=O)O)C=C1)F